N-[1,1'-biphenyl-3-yl]-9,9-dimethyl-9H-fluoren-2-amine C1(=CC(=CC=C1)NC1=CC=2C(C3=CC=CC=C3C2C=C1)(C)C)C1=CC=CC=C1